1-(7-(1-(4-(tert-butyl)benzoyl)-1,2,3,6-tetrahydropyridin-4-yl)imidazo[1,2-a]pyridin-3-yl)dihydropyrimidine-2,4(1H,3H)-dione C(C)(C)(C)C1=CC=C(C(=O)N2CCC(=CC2)C2=CC=3N(C=C2)C(=CN3)N3C(NC(CC3)=O)=O)C=C1